4-(dimethylamino)-2-(perfluoroethyl)imidazo[1,2-a][1,8]naphthyridine-8-carbohydrazide CN(C=1C=2C=CC=3N(C2N=C(C1)C(C(F)(F)F)(F)F)C=C(N3)C(=O)NN)C